NC=1C2=C(N=CN1)N1C(=C2C2=CC=3C(=NC=CC3)N2)CN(CC1(C)C)C(=O)C1=CC(=NC=C1)C (4-amino-9,9-dimethyl-5-(1H-pyrrolo[2,3-b]pyridin-2-yl)-8,9-dihydropyrazino[1',2':1,5]pyrrolo[2,3-d]pyrimidin-7(6H)-yl)(2-methylpyridin-4-yl)methanone